COC=1C(=CC2=C(N(S(N=C2)(=O)=O)C)N1)O[C@@H]1COCC1 7-methoxy-1-methyl-6-(((S)-tetrahydrofuran-3-yl)oxy)-1H-pyrido[2,3-c][1,2,6]thiadiazine 2,2-dioxide